COC(C(=CC1OC(OC1)=O)C)=O (2-oxo-1,3-dioxolan-4-yl)methacrylic acid methyl ester